CN(CCCS(=O)(=O)N1C[C@@H]([C@H](CC1)C1=CC(=C(C=2N1N=C(N2)N)OCC)C=2C=NNC2)C)C ((3R,4S)-1-((3-(dimethylamino)propyl)sulfonyl)-3-methylpiperidin-4-yl)-8-ethoxy-7-(1H-pyrazol-4-yl)-[1,2,4]triazolo[1,5-a]pyridin-2-amine